rhodium(III) chloride trihydrate O.O.O.[Rh](Cl)(Cl)Cl